2-(4,4-Difluoropiperidin-1-yl)-6-methylpyridin FC1(CCN(CC1)C1=NC(=CC=C1)C)F